CC1=CC=CC(=N1)C1=NC=CC(=N1)NC1=NC(=NC=C1)NC=1C=C(C(=O)OC2CCNCC2)C=CC1 4-piperidyl 3-[[4-[[2-(6-methyl-2-pyridyl)pyrimidin-4-yl]amino]pyrimidin-2-yl]amino]benzoate